O[C@@H](C(=O)N1C[C@H]2CC[C@@H](C1)N2C2=NC(=NC1=CC(=CC=C21)C2=CC(=CC1=CC=CC=C21)O)OC[C@H]2N(CCC2)C)C (R)-2-hydroxy-1-((1R,5S)-8-(7-(3-hydroxynaphthalen-1-yl)-2-(((S)-1-methylpyrrolidin-2-yl)methoxy)quinazolin-4-yl)-3,8-diazabicyclo[3.2.1]octan-3-yl)propan-1-one